N(=[N+]=[N-])CC1(OC2=C(C1)C=C(C(=C2[C@@H](C)NC2=NC=1N(C=C2)N=CC1C(=O)OCC)F)F)C ethyl 5-(((1R)-1-(2-(azidomethyl)-5,6-difluoro-2-methyl-2,3-dihydrobenzofuran-7-yl)ethyl)amino)pyrazolo[1,5-a]pyrimidine-3-carboxylate